N,3-dimethyl-2-((S)-3-methyl-2-(methylamino)butanamido)butanamide CNC(C(C(C)C)NC([C@H](C(C)C)NC)=O)=O